6-[4-[(2-[[(1S)-2-[6-oxo-5-(trifluoromethyl)-1,6-dihydropyridazin-4-yl]-2,3-dihydro-1H-isoindol-1-yl]methoxy]pyridin-4-yl)carbonyl]piperazin-1-yl]pyridine-3-carbonitrile O=C1C(=C(C=NN1)N1[C@@H](C2=CC=CC=C2C1)COC1=NC=CC(=C1)C(=O)N1CCN(CC1)C1=CC=C(C=N1)C#N)C(F)(F)F